ClC1=C(C=CC(=C1)F)C=1CCC=2C=CC(=CC2C1C1=CC=C(C=C1)N[C@@H]1CNCC1)O (S)-7-(2-chloro-4-fluorophenyl)-8-(4-(pyrrolidin-3-ylamino)phenyl)-5,6-dihydronaphthalene-2-ol